4-(5-fluoro-4-iodopyridin-2-yl)morpholine FC=1C(=CC(=NC1)N1CCOCC1)I